N[C@H](C(=O)OCC1=CC=CC=C1)CC1=CC=CC=C1 Benzyl (S)-2-amino-3-phenylpropionate